C1(CCCCC1)N1CCN(C2=CC=CC=C12)C(CCN1CCN(CC1)C)=O 1-(4-cyclohexyl-3,4-dihydroquinoxalin-1(2H)-yl)-3-(4-Methylpiperazin-1-yl)propan-1-one